CN1S(C2=C(C1)C=CC=C2)(=O)=O N-methylbenzoisothiazolinone-1-oxide